C(C)N(C=1N=C(C2=C(N1)C(=NC(=N2)N(CC2=CC(=C(C(=C2)OC)OC)OC)CCOC)N2CCC(CC2)OC)N2CC(N(CC2)C)=O)CCN2CCCC2 4-(2-(ethyl(2-(pyrrolidin-1-yl)ethyl)amino)-6-((2-methoxyethyl)(3,4,5-trimethoxybenzyl)amino)-8-(4-methoxypiperidin-1-yl)pyrimido[5,4-d]pyrimidin-4-yl)-1-methylpiperazin-2-one